C(#N)C(CN(C(OC(C)(C)C)=O)C1=C(C=CC2=CC=C(C=C12)C1=NC(=CC=C1)C(NC1CCN(CC1)CCO)=O)OC)=C tert-butyl N-(2-cyanoallyl)-N-[7-[6-[[1-(2-hydroxyethyl)-4-piperidyl] carbamoyl]-2-pyridyl]-2-methoxy-1-naphthyl]carbamate